C(C)[N-]CC.C(C)[N-]CC.C(C)[N-]CC.C(C)[N-]CC.[Zr+4] zirconium tetrakis(diethylamide)